C1(=CC=CC=C1)C(C1=CC=CC=C1)=NC=1C=NN2C1CN(CC2)C(=O)OC(C)(C)C Tert-butyl 3-((diphenylmethylene)amino)-6,7-dihydropyrazolo[1,5-a]pyrazine-5(4H)-carboxylate